ClC=1C=C(OCC(=O)OCC)C=C(C1CC1=C(C(=C(C=C1)O)C(C)C)OC)Cl ethyl 2-(3,5-dichloro-4-(4-hydroxy-3-isopropyl-2-methoxybenzyl)phenoxy)acetate